COC(C1=C(C=C(C=C1)OCCCCCCOC(C=C)=O)C1=CC=C(C=C1)OC)=O 4-methoxyphenyl-4-((6-(acryloyloxy)hexyl)oxy)benzoic acid methyl ester